FC(CN1N=CC=2C1=NC(=NC2)N2CC1(CN(C1)C1=NC(=NC(=C1)C)C(F)(F)F)CC2)F 6-[1-(2,2-difluoroethyl)-1H-pyrazolo[3,4-d]pyrimidin-6-yl]-2-[6-methyl-2-(trifluoromethyl)pyrimidin-4-yl]-2,6-diazaspiro[3.4]octane